[F-].C(C=C)(=O)OCCC[N+](C)(C)CC1=CC=CC=C1 acryloyloxypropylbenzyldimethyl-ammonium fluoride